2-(2-((6-(1-aminoisoquinolin-5-yl)-3-(piperidin-1-yl)-2,3-dihydro-1H-inden-1-yl)oxy)phenyl)acetic acid NC1=NC=CC2=C(C=CC=C12)C1=CC=C2C(CC(C2=C1)OC1=C(C=CC=C1)CC(=O)O)N1CCCCC1